C(CC)(=O)[O-].C(C=C)(=O)O[NH3+] (acryloyloxy)ammonium propionate